C[C@@H]1[C@@H](NC(O1)=O)C(=O)OC methyl (4R,5R)-5-methyl-2-oxo-oxazolidine-4-carboxylate